C(C)(C)(C)C1=C(C(=CC(=C1)C)I)OCOC 1-(tert-butyl)-3-iodo-2-(methoxymethyloxy)-5-methylbenzene